3-chloro-N-[5-(7-fluoro-5-methoxy-1H-benzimidazol-2-yl)-1-[(4-methoxyphenyl)methyl]pyrazol-3-yl]-4-methoxy-benzamide ClC=1C=C(C(=O)NC2=NN(C(=C2)C2=NC3=C(N2)C(=CC(=C3)OC)F)CC3=CC=C(C=C3)OC)C=CC1OC